2-(((butylthio)methyl)thio)-4-(1-methyl-1H-1,2,4-triazol-5-yl)-6-(thiazol-2-yl)nicotinonitrile C(CCC)SCSC1=C(C#N)C(=CC(=N1)C=1SC=CN1)C1=NC=NN1C